2-(2-(diethylamino)ethylthio)-4-(3-chloro-4-fluorophenylamino)pyrazolo[1,5-a][1,3,5]triazine C(C)N(CCSC1=NC=2N(C(=N1)NC1=CC(=C(C=C1)F)Cl)N=CC2)CC